C(C1=CC=CC=C1)C=1C(NC=2C=C(C3=C(C2N1)C=CC=C3)OCCCCCCC(=O)NO)=O 7-((2-benzyl-3-oxo-3,4-dihydrobenzo[f]quinoxalin-6-yl)oxy)-N-hydroxyheptanamide